Cl.OC(C(=O)N)C hydroxypropanamide hydrochloride